tert-butyl (R)-2-(3-((6-(benzylthio)pyridazin-3-yl)carbamoyl)morpholino)acetate C(C1=CC=CC=C1)SC1=CC=C(N=N1)NC(=O)[C@H]1COCCN1CC(=O)OC(C)(C)C